OC(C)C1=CC=2NC3=CC=CC=C3SC2C=C1 2-(1-hydroxyethyl)-10H-phenothiazine